2-(4-(4-(2-((5-amino-2-(oxazol-2-yl)-[1,2,4]triazolo[1,5-c]pyrimidin-7-yl)(methyl)amino)ethyl)piperazin-1-yl)phenoxy)ethan-1-ol NC1=NC(=CC=2N1N=C(N2)C=2OC=CN2)N(CCN2CCN(CC2)C2=CC=C(OCCO)C=C2)C